Cl[C@@H](CN(C)C)C1=CC(=CC=C1)Cl (R)-2-Chloro-2-(3-chlorophenyl)-N,N-dimethylethan-1-amine